(R)-N-(1-(1-(2-hydroxyethyl)piperidin-4-yl)ethyl)-5-(4-(trifluoromethyl)phenoxy)-2-naphthamide OCCN1CCC(CC1)[C@@H](C)NC(=O)C1=CC2=CC=CC(=C2C=C1)OC1=CC=C(C=C1)C(F)(F)F